ClC1=NC=C2C(=N1)N(N=C2)[C@H]2C[C@H](C2)C(=O)OC cis-methyl 3-(6-chloropyrazolo[3,4-d]pyrimidin-1-yl)cyclobutanecarboxylate